4-(methylamino)-2-((8-(4-(oxetan-3-yl)piperazine-1-carbonyl)-2,3-dihydrobenzo[b][1,4]dioxin-5-yl)amino)-7H-pyrrolo[2,3-d]pyrimidine-5-carbonitrile CNC=1C2=C(N=C(N1)NC1=CC=C(C=3OCCOC31)C(=O)N3CCN(CC3)C3COC3)NC=C2C#N